3-(5-chloro-2-methoxyphenyl)-5-(4-(4-methylpiperazin-1-yl)phenyl)-1H-pyrazolo[3,4-b]pyridine ClC=1C=CC(=C(C1)C1=NNC2=NC=C(C=C21)C2=CC=C(C=C2)N2CCN(CC2)C)OC